(R)-6-(3-(3,5-difluorophenyl)isoxazolidin-2-yl)-N-(2-methoxy-5-(1-methyl-1H-pyrazol-5-yl)-4-morpholinophenyl)pyrimidin-4-amine FC=1C=C(C=C(C1)F)[C@@H]1N(OCC1)C1=CC(=NC=N1)NC1=C(C=C(C(=C1)C1=CC=NN1C)N1CCOCC1)OC